BrCCOC1=NOC(=C1)C(C(=O)N1[C@@H](C[C@H](C1)O[Si](C)(C)C(C)(C)C)C(=O)N[C@@H](C)C1=CC=C(C=C1)C1=C([N]C=[S]1)C)C(C)C (2S,4R)-1-(2-(3-(2-bromoethoxy)isoxazol-5-yl)-3-methylbutanoyl)-4-((tertbutyldimethylsilyl)oxy)-N-((S)-1-(4-(4-methyl-1λ3,3λ2-thiazol-5-yl)phenyl)ethyl)pyrrolidine-2-carboxamide